1-(5-(4-amino-7-(piperidin-4-yl)-7H-pyrrolo[2,3-d]pyrimidin-5-yl)imidazo[1,2-a]-pyridin-8-yl)-3-(4-((4-methyl-piperazin-1-yl)methyl)-3-(trifluoromethyl)phenyl)urea NC=1C2=C(N=CN1)N(C=C2C2=CC=C(C=1N2C=CN1)NC(=O)NC1=CC(=C(C=C1)CN1CCN(CC1)C)C(F)(F)F)C1CCNCC1